lithium fluoroalcohol FO.[Li]